5-(4-fluorophenyl)-6-oxo-2,3,5,6-tetrahydrofuro[3,2-c]pyridine-7-carboxylic acid FC1=CC=C(C=C1)N1C=C2C(=C(C1=O)C(=O)O)OCC2